C(C)(C)(C)N1N=CC(=C1N)C(=O)NN 1-(tert-butyl)-5-amino-pyrazole-4-hydrazide